4-tert-pentylcyclohexyl fumarate C(\C=C\C(=O)[O-])(=O)OC1CCC(CC1)C(C)(C)CC